ClC=1C(=CC=C2N=CC(=NC12)C=1C=NN(C1)CC(=O)N1CCCC1)OC1=CC2=C(N=C(N2)C)C=C1 2-[4-[8-chloro-7-[(2-methyl-3H-benzimidazol-5-yl)oxy]quinoxalin-2-yl]pyrazol-1-yl]-1-pyrrolidin-1-yl-ethanone